N-(2-amino-2-oxoethyl)-5-(5-(4-chlorophenyl)-1-(2,4-dichlorophenyl)-4-methyl-1H-pyrazole-3-carboxamido)nicotinamide NC(CNC(C1=CN=CC(=C1)NC(=O)C1=NN(C(=C1C)C1=CC=C(C=C1)Cl)C1=C(C=C(C=C1)Cl)Cl)=O)=O